2,5-Dibromofuran BrC=1OC(=CC1)Br